2-(4-((4-((2-fluorophenyl)ethynyl)benzamido)methyl)tetrahydro-2H-pyran-4-yl)acetate FC1=C(C=CC=C1)C#CC1=CC=C(C(=O)NCC2(CCOCC2)CC(=O)[O-])C=C1